3-((S)-2-(4-chlorophenyl)-3-(4-((5R,7S)-7-hydroxy-5-methyl-6,7-dihydro-5H-cyclopenta[d]pyrimidin-4-yl)piperazin-1-yl)-3-oxopropylamino)propanamide ClC1=CC=C(C=C1)[C@@H](CNCCC(=O)N)C(=O)N1CCN(CC1)C=1C2=C(N=CN1)[C@H](C[C@H]2C)O